6-(2-chloro-5-fluoropyrimidin-4-yl)-3,3-dimethylisoindolin-1-one ClC1=NC=C(C(=N1)C1=CC=C2C(NC(C2=C1)=O)(C)C)F